Cl.CS(=O)(=O)N1C=C(C=C1)C(=O)N1[C@@H](CC1)C(=O)NC=1SC=C(N1)C=1C=C(C=CC1)C1=CC(=CC=C1)N1CCNCC1 (S)-1-(1-(methylsulfonyl)-1H-pyrrole-3-carbonyl)-N-(4-(3'-(piperazin-1-yl)-[1,1'-biphenyl]-3-yl)thiazol-2-yl)azetidine-2-carboxamide hydrochloride